2-Octyldodecyl Hexanoate C(CCCCC)(=O)OCC(CCCCCCCCCC)CCCCCCCC